1-[(3-Carbamoylphenyl)methyl]-5-oxopyrrolidine-2-carboxylic Acid C(N)(=O)C=1C=C(C=CC1)CN1C(CCC1=O)C(=O)O